dihydroxypyruvate OC(C(C(=O)[O-])=O)O